FC1=C(OC2=CC(=C(C=C2)NC(OCC=2C(=C3C(N(CC3=CC2)C2C(NC(CC2)=O)=O)=O)OC)=O)F)C=CC=C1F [2-(2,6-dioxopiperidin-3-yl)-4-methoxy-3-oxo-2,3-dihydro-1H-isoindol-5-yl]methyl N-[4-(2,3-difluorophenoxy)-2-fluorophenyl]carbamate